4-(2-(4-acrylamidophenyl)-4-amino-7-cyano-1-methyl-1H-pyrrolo[3,2-c]pyridin-3-yl)-2-methoxy-N-(1-methylcyclopropyl)benzamide (Z,E)-7,11-hexadecadienyl-acetate C(CCCCC\C=C/CC\C=C\CCCC)CC(=O)O.C(C=C)(=O)NC1=CC=C(C=C1)C1=C(C=2C(=NC=C(C2N1C)C#N)N)C1=CC(=C(C(=O)NC2(CC2)C)C=C1)OC